4-tert-butyl-2-[(1S,4S,5R)-5-{[5-cyclopropyl-3-(2,6-dichlorophenyl)-1,2-oxazol-4-yl]methoxy}-2-azabicyclo[2.2.1]heptan-2-yl]-1,3-benzothiazole-6-carboxylic acid C(C)(C)(C)C1=CC(=CC2=C1N=C(S2)N2[C@@H]1C[C@H]([C@H](C2)C1)OCC=1C(=NOC1C1CC1)C1=C(C=CC=C1Cl)Cl)C(=O)O